CC1=C(C=CC=C1NC(C1=NC=C(C(=C1)C)CN1CC(C1)(C)O)=O)C1=C(C(=CC=C1)NC(C1=NC=C(C(=C1)C)CN1CC(C1)(O)C)=O)C N,N'-(2,2'-dimethyl-[1,1'-biphenyl]-3,3'-diyl)bis(5-((3-hydroxy-3-methylazetidin-1-yl)methyl)-4-methylpicolinamide)